N-(5-(2-azaspiro(3.3)heptan-6-yl)-1,3,4-thiadiazol-2-yl)-2'-chloro-5'-methoxy-6-methyl-(4,4'-bipyridine)-3-carboxamide C1NCC12CC(C2)C2=NN=C(S2)NC(=O)C=2C=NC(=CC2C2=CC(=NC=C2OC)Cl)C